CC1=COC=2C1=NC=CC2 3-methylfuro[3,2-b]pyridin